N(C1=CC=C(C=C1)C)C1=CC2=CC=C(C=C2C=C1)S(=O)(=O)O 2-(p-toluidinyl)naphthalene-6-sulphonic acid